1,2,4-triazole-3-formic acid N1N=C(N=C1)C(=O)O